C(N)(=N)N1CCC(=CC1)C=1N=CC(=NC1C)NC(C1=CC=C(C(=O)NC2=CC=C(C=C2)CNC(=N)N)C=C1)=O N-[5-(1-carbamimidoyl-1,2,3,6-tetrahydro-pyridin-4-yl)-6-methyl-pyrazin-2-yl]-N'-(4-guanidinomethyl-phenyl)-terephthalamide